N1(CCCC1)C(=O)[C@@H]1CC[C@H](CC1)C(=O)NN Trans-4-(pyrrolidin-1-ylcarbonyl)cyclohexanecarboxhydrazide